COC(=O)N1CCCC1 Pyrrolidine-1-carboxylic acid methyl ester